tert-butyl (R)-(2-(5-(1-((4-methoxy-7-morpholinophthalazin-1-yl)amino)ethyl)thiophen-3-yl)benzyl)(methyl)carbamate COC1=NN=C(C2=CC(=CC=C12)N1CCOCC1)N[C@H](C)C1=CC(=CS1)C1=C(CN(C(OC(C)(C)C)=O)C)C=CC=C1